5-(3-aminopiperidin-1-yl)-2-(2-fluoro-4-methoxyphenyl)pyridin NC1CN(CCC1)C=1C=CC(=NC1)C1=C(C=C(C=C1)OC)F